ethensulfonylfluoride C(=C)S(=O)(=O)F